6-(4-amino-2-fluorophenyl)-7-bromo-5-(3-fluoro-4-((4-methylpyrimidin-2-yl)oxy)phenyl)-5H-pyrrolo[3,2-d]pyrimidin-4-amine NC1=CC(=C(C=C1)C1=C(C=2N=CN=C(C2N1C1=CC(=C(C=C1)OC1=NC=CC(=N1)C)F)N)Br)F